6-(difluoromethyl)indoline-1-carboxylic acid tert-butyl ester C(C)(C)(C)OC(=O)N1CCC2=CC=C(C=C12)C(F)F